5-formyl-3-((R)-5-methyl-2-oxooxazol-3-yl)benzo[d]isoxazole-7-carbonitrile C(=O)C=1C=C(C2=C(C(=NO2)N2C(OC(=C2)C)=O)C1)C#N